N-[4-(p-toluenesulfonyloxy)phenyl]-N'-[4-(benzylsulfonyloxy)phenyl]urea CC1=CC=C(C=C1)S(=O)(=O)OC1=CC=C(C=C1)NC(=O)NC1=CC=C(C=C1)OS(=O)(=O)CC1=CC=CC=C1